cis-tert-butyl(3-((6-(4-hydroxy-2-methylphenyl)-1-(tetrahydro-2H-pyran-2-yl)-1H-indazol-4-yl)oxy)cyclobutyl)(methyl)carbamate C(C)(C)(C)OC(N(C)[C@@H]1C[C@@H](C1)OC1=C2C=NN(C2=CC(=C1)C1=C(C=C(C=C1)O)C)C1OCCCC1)=O